COC=1C=C2C(=NC1)N(C=C2)C 5-methoxy-1-methyl-1H-pyrrolo[2,3-b]pyridine